CCCC(CCC)O 4-n-heptanol